4-[(3-fluorobenzyl)amino]thiophen FC=1C=C(CNC=2C=CSC2)C=CC1